1-(4-fluoro-1-methylindazol-5-yl)-3-[(4S)-2-(4-fluoro-3-methylphenyl)-4-methyl-4,5,6,7-Tetrahydropyrazolo[4,3-c]Pyridin-3-yl]Imidazole-2-one hydrochloride Cl.FC1=C2C=NN(C2=CC=C1N1C(N(C=C1)C=1N(N=C2C1[C@@H](NCC2)C)C2=CC(=C(C=C2)F)C)=O)C